ethyl (S)-1-(tert-butyloxycarbonyl)-5-oxopyrrolidine-2-carboxylate C(C)(C)(C)OC(=O)N1[C@@H](CCC1=O)C(=O)OCC